FC1=CC2=C(N(N=N2)CC(CC(=O)N2C(CC(C2)O)C(=O)NC)C)C=C1F 1-((5,6-difluoro-1H-benzo[d][1,2,3]triazol-1-yl)-3-methylbutyryl)-4-hydroxy-N-methylpyrrolidine-2-carboxamide